F[C@@H]1[C@H](CN(C1)C=1C=NC=CC1)NC(OC(C)(C)C)=O tert-butyl ((3S,4S)-4-fluoro-1-(pyridin-3-yl)pyrrolidin-3-yl)carbamate